(S)-2-(6-Cyclopropyl-4-(4-fluoro-2-(4-methyl-4H-1,2,4-triazol-3-yl)phenyl)pyridin-2-yl)-5-((3-methylpiperidin-1-yl)methyl)-7-(trifluoromethyl)-1H-benzo[d]imidazole C1(CC1)C1=CC(=CC(=N1)C1=NC2=C(N1)C(=CC(=C2)CN2C[C@H](CCC2)C)C(F)(F)F)C2=C(C=C(C=C2)F)C2=NN=CN2C